(1R,2S,3R,5R)-3-(2-chloro-4-(methylamino)-7H-pyrrolo[2,3-d]pyrimidin-7-yl)-5-(4-hydroxyphenyl)cyclopentane-1,2-diol ClC=1N=C(C2=C(N1)N(C=C2)[C@H]2[C@@H]([C@@H]([C@H](C2)C2=CC=C(C=C2)O)O)O)NC